ClC1=NC=2C=CN(C(C2C(=C1)Cl)=O)CC1=CC=C(C=C1)OC 2,4-dichloro-6-(4-methoxybenzyl)-1,6-naphthyridin-5(6H)-one